COC1CCC(CC1)N1N=CC(=C1C)N ((1r,4S)-4-methoxycyclohexyl)-5-methyl-1H-pyrazol-4-amine